O=C(CCCNC(OC(C)(C)C)=O)NCCC(F)(F)F tert-Butyl (4-oxo-4-((3,3,3-trifluoropropyl)amino)butyl)carbamate